7-(4,4,5,5-tetramethyl-1,3,2-dioxaborolan-2-yl)-3-(trifluoromethyl)quinoline CC1(OB(OC1(C)C)C1=CC=C2C=C(C=NC2=C1)C(F)(F)F)C